BrC1=NN(C2=C(C=CC=C12)CO)COCC[Si](C)(C)C (3-bromo-1-{[2-(trimethylsilyl)ethoxy]methyl}indazol-7-yl)methanol